CC(C)(C1CCC(CC1)N)O 2-((1r,4r)-4-aminocyclohexyl)propan-2-ol